(4-(tert-butyl)naphthalen-2-yl)thieno[2',3':4,5]Thieno[2,3-c]Pyridine C(C)(C)(C)C1=CC(=CC2=CC=CC=C12)C1=CC2=C(C3=C(C=NC=C3)S2)S1